C(=O)(O)C=1C=C(C=C(C1)C(=O)O)P(C1=CC=CC=C1)(C1=CC=CC=C1)=O 3,5-dicarboxyphenyl-diphenylphosphine oxide